C1CCC2=C(C=3CCCC3C=C12)NC(=O)N=[S@](=O)(N)C=1C=C2CCN(CC2=CC1)C (R)-N'-((1,2,3,5,6,7-hexahydro-s-indacen-4-yl)carbamoyl)-2-methyl-1,2,3,4-tetrahydro-isoquinoline-6-sulfonimidamide